C(CC(O)(C(=O)[O-])CC(=O)[O-])(=O)[O-].[Ca+2].[Ca+2].[Ca+2].C(CC(O)(C(=O)[O-])CC(=O)[O-])(=O)[O-] tri-calcium citrate salt